(2S)-6-(Benzylmethoxy)-4-fluoro-2-(hydroxymethyl)-5-[(2-methoxy-2-oxoethyl)(trifluoroacetyl)amino]-2,3-dihydro-1H-indole-1-carboxylic acid tert-butyl ester C(C)(C)(C)OC(=O)N1[C@@H](CC2=C(C(=C(C=C12)OCCC1=CC=CC=C1)N(C(C(F)(F)F)=O)CC(=O)OC)F)CO